BrC1=C2CCCN(C2=CC=C1)/C(/C(=O)OC)=C/C(=O)OC dimethyl 2-(5-bromo-3,4-dihydroquinolin-1(2H)yl)maleate